methyl-6-oxo-1H-pyrazine-3-carboxylic acid CN1C=C(N=CC1=O)C(=O)O